5-hydroxy-N-(7-methoxy-2,3-dihydroimidazo[1,2-c]quinazolin-5-yl)nicotinamide OC=1C=NC=C(C(=O)NC2=NC=3C(=CC=CC3C=3N2CCN3)OC)C1